4-[[4,6-dichloro-8-(trifluoromethyl)-3-quinolyl]sulfonyl]thiomorpholine ClC1=C(C=NC2=C(C=C(C=C12)Cl)C(F)(F)F)S(=O)(=O)N1CCSCC1